6-chloro-1,3,5-triazine-2,4-diamine ClC1=NC(=NC(=N1)N)N